COC=1C=NC=2CCCC(C2C1)N1CC2=CC=CC(=C2CC1)C=1C(=NN(C1)C)C(F)(F)F 2-(3-methoxy-5,6,7,8-tetrahydroquinolin-5-yl)-5-(1-methyl-3-(trifluoromethyl)-1H-pyrazol-4-yl)-3,4-dihydroisoquinolin